(2,4-dihydroxy-5-isopropylphenyl)methanone hydrochloride Cl.OC1=C(C=C(C(=C1)O)C(C)C)C=O